methyl 2-amino-5-bromo-4-fluorobenzoate NC1=C(C(=O)OC)C=C(C(=C1)F)Br